ClC1=C2C=CNC2=CC(=C1)NC1=CC(=CC(=N1)C#N)N1CCC(CC1)(C)C 6-[(4-chloro-1H-indol-6-yl)amino]-4-(4,4-dimethylpiperidin-1-yl)pyridine-2-carbonitrile